tert-butylchlorodimethyl-silane C(C)(C)(C)[Si](C)(C)Cl